5-Ethyl-N-[(3R)-1-ethyl-3-piperidinyl]-6-(3-fluoro-1H-indol-6-yl)pyridazin-3-amine C(C)C=1C=C(N=NC1C1=CC=C2C(=CNC2=C1)F)N[C@H]1CN(CCC1)CC